ClC=1C2=C(N(C(N1)=O)C1=C(C=CC=C1)C(C)C)N=C(C(=C2)Cl)Cl 4,6,7-trichloro-1-(2-isopropylphenyl)pyrido[2,3-d]pyrimidin-2(1H)-one